(R)-N-(1-acetyl-7-(trifluoromethyl)-1,2,3,4-tetrahydroquinolin-4-yl)-N-methyl-2-nitrobenzenesulfonamide C(C)(=O)N1CC[C@H](C2=CC=C(C=C12)C(F)(F)F)N(S(=O)(=O)C1=C(C=CC=C1)[N+](=O)[O-])C